CC1=CC=C(C=C1)[I+]C1=CC=C(C=C1)CC(C)C (4-methylphenyl)[(4-(2-methylpropyl)phenyl)]Iodonium